C1(CCC1)CN[C@H]1CN(CCC1)C=1C=NC(=CC1)C(C)N1N=NC(=C1)C1=NC(=CN=C1)C1CC1 (3R)-N-(cyclobutylmethyl)-1-(6-(1-(4-(6-cyclopropylpyrazin-2-yl)-1H-1,2,3-triazol-1-yl)ethyl)pyridin-3-yl)piperidin-3-amine